O=C1N(C2=C(CCC1)C=CC(=C2)C(=O)[O-])CC2=CC=C(C=C2)OC(F)(F)F 2-oxo-1-[[4-(trifluoromethoxy)phenyl]methyl]-3,4-dihydro-1-benzazepine-8-carboxylate